ClC1=CC=C(CN2[C@]3(CCN(C3)C(=O)NC3=CC=CC=C3)C(N(CC2=O)C(C)C)=O)C=C1 (S)-6-(4-chlorobenzyl)-9-isopropyl-7,10-dioxo-N-phenyl-2,6,9-triazaspiro[4.5]decane-2-carboxamide